4-hydroxy-6-fluoro-7-methyl-3-(N-ethyl-N-methylaminoethyl)indole OC1=C2C(=CNC2=C(C(=C1)F)C)CCN(C)CC